tert-butyl ((S)-1-(methoxy(methyl)amino)-1-oxo-3-((S)-2-oxopyrrolidin-3-yl)propan-2-yl)carbamate CON(C([C@H](C[C@H]1C(NCC1)=O)NC(OC(C)(C)C)=O)=O)C